3,3-dimethyl-1-(pyridin-3-yl)-butan CC(CCC=1C=NC=CC1)(C)C